C(C(=C)C)(=O)OCCOC=C 2-vinyloxy-ethyl methacrylate